ClC1=NN(C2=CC(=CC=C12)COC1=CC=CC(=N1)C1CCN(CC1)COC(=O)C=1C=CC2=C(N(C=N2)CC2OCC2)C1)C ((4-(6-((3-chloro-1-methyl-1H-indazol-6-yl) methoxy) pyridin-2-yl) piperidin-1-yl) methyl)-1-(oxetan-2-ylmethyl)-1H-benzo[d]imidazole-6-carboxylate